1-{4-[(2S)-2,3-dihydro-1,4-benzodioxin-2-yl]benzyl}-4-fluoropiperidine-4-carboxylic acid O1[C@H](COC2=C1C=CC=C2)C2=CC=C(CN1CCC(CC1)(C(=O)O)F)C=C2